tert-Butyl 6-(2,4-dioxotetrahydropyrimidin-1(2H)-yl)-3,4-dihydroquinoline-1(2H)-carboxylate O=C1N(CCC(N1)=O)C=1C=C2CCCN(C2=CC1)C(=O)OC(C)(C)C